C(C)N1C2(COC2)CCC(C1)C(=O)O 5-ethyl-2-oxa-5-azaspiro[3.5]nonane-7-carboxylic acid